O1COC2=C1C=CC(=C2)C=2NC(=NN2)CN2CCC(CC2)CC2=CC=CC=C2 1-((5-(benzo[d][1,3]dioxol-5-yl)-4H-1,2,4-triazol-3-yl)methyl)-4-benzylpiperidine